COC(=O)[C@@H]1CN(CC[C@H]1NC(=O)C=1N=NN(C1)C1=C(C=C(C=C1)F)F)CC1CC1 |r| rac-(3R,4R)-1-cyclopropylmethyl-4-{[1-(2,4-difluoro-phenyl)-1H-[1,2,3]triazole-4-carbonyl]-amino}-piperidine-3-carboxylic acid methyl ester